ClC1=C(C(=O)NC2=CC(=C(C=C2)Cl)C2=NC=CC=C2)C=CC(=C1)C(=O)NO 2-chloro-N1-(4-chloro-3-(pyridin-2-yl)phenyl)-N4-hydroxyterephthalamide